tert-butyl (1-(6-amino-5-((2-chloro-3-(2-hydroxy-4-oxo-4H-pyrido[1,2-a]pyrimidine-3-carboxamido)phenyl)thio)pyrazin-2-yl) methylpiperidin-4-yl)carbamate NC1=C(N=CC(=N1)CN1CCC(CC1)NC(OC(C)(C)C)=O)SC1=C(C(=CC=C1)NC(=O)C1=C(N=C2N(C1=O)C=CC=C2)O)Cl